N-(2-((1r,3r,5r,7r)-adamantan-2-ylamino)ethyl)-5-(4-chlorophenyl)-1-(3,5-dichlorophenyl)-4-methyl-1H-pyrazole-3-carboxamide C12C(C3CC(CC(C1)C3)C2)NCCNC(=O)C2=NN(C(=C2C)C2=CC=C(C=C2)Cl)C2=CC(=CC(=C2)Cl)Cl